N-(5-((6-((R)-3-(3-chloro-2-fluorophenyl)isoxazolidine-2-yl)pyrimidine-4-yl)amino)-2-((R)-3-(dimethylamino)pyrrolidine-1-yl)-4-methoxyphenyl)acrylamide ClC=1C(=C(C=CC1)[C@@H]1N(OCC1)C1=CC(=NC=N1)NC=1C(=CC(=C(C1)NC(C=C)=O)N1C[C@@H](CC1)N(C)C)OC)F